CC(=C)C1=CC=C(C=C1)CC alpha-methyl-para-ethylstyrene